(Z)-1-(4-amino-2-fluorobut-2-en-1-yl)-4-(3-(ethylsulfonyl)phenyl)-N-methyl-1H-benzo[d][1,2,3]triazol-6-carboxamide hydrochloride Cl.NC\C=C(\CN1N=NC2=C1C=C(C=C2C2=CC(=CC=C2)S(=O)(=O)CC)C(=O)NC)/F